3,5-diisopropyl-[1,1':4',1''-terphenyl]-4-amine C(C)(C)C=1C=C(C=C(C1N)C(C)C)C1=CC=C(C=C1)C1=CC=CC=C1